2-(4-(4-fluorophenyl)-1-isopropyl-1H-imidazol-5-yl)-N-(4-(4-methylpiperazin-1-yl)phenyl)thiazole-4-carboxamide FC1=CC=C(C=C1)C=1N=CN(C1C=1SC=C(N1)C(=O)NC1=CC=C(C=C1)N1CCN(CC1)C)C(C)C